C(C)(C)(C)[Si](OC(CCCCl)(P(OCC)(OCC)=O)P(OCC)(OCC)=O)(C)C tetraethyl (1-((tertbutyldimethylsilyl)oxy)-4-chlorobutane-1,1-diyl)bis(phosphonate)